3-trifluoromethyl-2,5-diaminopyridine FC(C=1C(=NC=C(C1)N)N)(F)F